2-[[1-(2-chloroacetyl)-3,4-dihydro-2H-quinolin-6-yl]oxy]-N-[10-[4-[6-[2-[(6-cyano-4-quinolyl)amino]ethyl]naphthalene-2-carbonyl]piperazin-1-yl]-10-oxo-decyl]acetamide ClCC(=O)N1CCCC2=CC(=CC=C12)OCC(=O)NCCCCCCCCCC(=O)N1CCN(CC1)C(=O)C1=CC2=CC=C(C=C2C=C1)CCNC1=CC=NC2=CC=C(C=C12)C#N